4-({2-[(7-chloro-2-methyl-1H-benzo[d]imidazol-5-yl)amino]quinazolin-8-yl}oxy)cyclohexanol ClC1=CC(=CC2=C1NC(=N2)C)NC2=NC1=C(C=CC=C1C=N2)OC2CCC(CC2)O